C(C(C)C)C1=CC=C(C(=N1)N1CCN(CC1)CC=1SC2=C(N1)C=CC=C2)C=2N=NNN2 2-[[4-[6-isobutyl-3-(2H-tetrazol-5-yl)-2-pyridyl]piperazin-1-yl]methyl]-1,3-benzothiazole